1-(2,2-difluoroethyl)-6-[(3S)-3-({[2-(trifluoromethyl)pyridin-3-yl]oxy}methyl)piperidin-1-yl]-5H-pyrazolo[4,3-c]pyridin-4-one FC(CN1N=CC=2C(NC(=CC21)N2C[C@H](CCC2)COC=2C(=NC=CC2)C(F)(F)F)=O)F